C(C)(C)(C)OC(=O)N1C=C(C=2C1=CN=CC2)Br 3-bromo-1H-pyrrolo[2,3-c]pyridine-1-carboxylic acid tert-butyl ester